(3S,8R,9S,10R,13S,14S)-10,13-dimethyl-17-(pyridin-3-yl)-2,3,4,7,8,9,10,11,12,13,14,15-dodecahydro-1H-cyclopenta[a]phenanthren-3-ol C[C@]12[C@H]3CC[C@@]4(C(=CC[C@H]4[C@@H]3CC=C2C[C@H](CC1)O)C=1C=NC=CC1)C